tert-butyl((7-(5-(chlorodifluoromethyl)-1,2,4-oxadiazol-3-yl)-2-methylimidazo[1,2-a]pyridin-3-yl)imino)(methyl)-λ6-sulfanone C(C)(C)(C)S(=O)(C)=NC1=C(N=C2N1C=CC(=C2)C2=NOC(=N2)C(F)(F)Cl)C